(R)-2-cyclopropyl-N-(3-(3-(fluoro(4-methyl-4H-1,2,4-triazol-3-yl)methyl)oxetan-3-yl)phenyl)-6-((3-fluoro-3-methylazetidin-1-yl)methyl)pyrimidine-4-carboxamide C1(CC1)C1=NC(=CC(=N1)C(=O)NC1=CC(=CC=C1)C1(COC1)[C@H](C1=NN=CN1C)F)CN1CC(C1)(C)F